BrC=1C=C2C(=NC1)N(N=C2C(=O)OC)COCC[Si](C)(C)C methyl 5-bromo-1-[[2-(trimethylsilyl)ethoxy]methyl]pyrazolo[3,4-b]pyridine-3-carboxylate